dimethylbenzene-boric acid B(O)(O)O.CC1=C(C=CC=C1)C